diphenylacetoxy-N-methylpiperidine CN1CCCCC1OC(=O)C(C2=CC=CC=C2)C3=CC=CC=C3